N-(5-(difluoromethyl)pyridin-2-yl)-6-morpholino-4-(piperazin-1-yl)pyridin-2-amine FC(C=1C=CC(=NC1)NC1=NC(=CC(=C1)N1CCNCC1)N1CCOCC1)F